C(C)OC(CC1=C2C(CCOC2=CC=C1)(C)C)=O.CC1N=C(CC1)C=1C=CC2=C(N=CS2)C1 5-(2-methyl-3,4-dihydro-2H-pyrrol-5-yl)benzothiazole ethyl-2-(4,4-dimethylchroman-5-yl)acetate